1-(2-Chloro-3-fluorophenyl)propan-1-amine ClC1=C(C=CC=C1F)C(CC)N